C(C(C)(C)C)OCC(C)(C)C Neopentyloxide